CC1=NN(C=N1)C1=CC(=NC=N1)N1CCC(CC1)C(=O)OC methyl 1-[6-(3-methyl-1,2,4-triazol-1-yl)pyrimidin-4-yl]piperidine-4-carboxylate